4-chloro-8-(3-methoxy-2,6-dimethylphenyl)-6-methylquinazoline ClC1=NC=NC2=C(C=C(C=C12)C)C1=C(C(=CC=C1C)OC)C